tert-butyl-4-formylpiperidine C(C)(C)(C)N1CCC(CC1)C=O